ClC1=C(OC=2C=CC(=C(C2)S(=O)(=O)Cl)OC)C(=CC(=C1)N1N=C(C(NC1=O)=O)C(F)F)Cl 5-[2,6-dichloro-4-[6-(difluoromethyl)-3,5-dioxo-1,2,4-triazin-2-yl]phenoxy]-2-methoxy-benzenesulfonyl chloride